FC=1C(=NC(=NC1)NC1=CC=C(C=C1)N1CCOCC1)C1=CN(C2=CC(=CC=C12)NC(C=C)=O)C N-[3-[5-fluoro-2-(4-morpholino-anilino)pyrimidin-4-yl]-1-methyl-indol-6-yl]prop-2-enamide